N-(5-chloro-2-fluorobenzyl)-6-fluoro-4-oxo-7-(piperazin-1-yl)-1-(pyridin-2-ylmethyl)-1,4-dihydroquinoline-3-carboxamide ClC=1C=CC(=C(CNC(=O)C2=CN(C3=CC(=C(C=C3C2=O)F)N2CCNCC2)CC2=NC=CC=C2)C1)F